methyl 2-((5-cyclopropyl-3-(2,6-dichlorophenyl)isoxazol-4-yl)methoxy)-10H-spiro[benzo[6,7]oxepino[3,2-b]pyridine-11,1'-cyclopropane]-7-carboxylate C1(CC1)C1=C(C(=NO1)C1=C(C=CC=C1Cl)Cl)COC1=CC=C2C(=N1)C1(CC1)CC1=C(O2)C=C(C=C1)C(=O)OC